C(N)(=O)C1CCC(N1C(=O)OC(C)(C)C)(C)C tert-Butyl 5-carbamoyl-2,2-dimethyl-pyrrolidine-1-carboxylate